C(C1=CC=2OCOC2C=C1)C1=NC(=NC(=N1)C(Cl)(Cl)Cl)C(Cl)(Cl)Cl 2-piperonyl-4,6-bis(trichloromethyl)-1,3,5-triazine